L(+)-histidine C1=C(NC=N1)C[C@@H](C(=O)O)N